C(C)OC(=O)C=1C(=NC(=NC1)NC(C)C)N[C@@H]1CN(CCC1)C(=O)OC(C)(C)C (S)-4-((1-(tert-Butoxycarbonyl)piperidin-3-yl)amino)-2-(isopropylamino)pyrimidine-5-carboxylic acid ethyl ester